CC1=C(C=C(OC[C@H]2N(CC2)C(=O)OC(C)(C)C)C=C1)C(NC1(CC1)C1=CC=CC2=CC=CC=C12)=O (S)-tert-Butyl 2-((4-methyl-3-((1-(naphthalen-1-yl)cyclopropyl)carbamoyl)phenoxy)methyl)azetidine-1-carboxylate